C(C)N1OCC2C(O1)C1=CC=CC=C1C2 2-ethyl-4,4a,5,9b-tetrahydroindeno[1,2-d][1,3]dioxazine